OCCN1N=CC(=C1)NC1=NC=CC(=N1)C1=CC(=C(CNC(=O)N2CC(C2)OC(C)C)C=C1)C N-(4-(2-((1-(2-hydroxyethyl)-1H-pyrazol-4-yl)amino)pyrimidin-4-yl)-2-methylbenzyl)-3-isopropoxyazetidine-1-carboxamide